FC1=CC=C(C(=O)NC2=CC=C3CN(C(C3=C2)=O)CC2=CC=C(C=C2)OC)C=C1 6-p-fluorobenzamido-2-(4-methoxybenzyl)isoindolone